4-methoxy-thiazolo[4,5-c]pyridin COC1=NC=CC2=C1N=CS2